tert-butyl 2-(2,6-dioxo-3-piperidyl)-1,3-dioxo-5,7-dihydropyrrolo[3,4-f]isoindole-6-carboxylate O=C1NC(CCC1N1C(C2=CC=3CN(CC3C=C2C1=O)C(=O)OC(C)(C)C)=O)=O